dihydrospiro[indene-2,4'-piperidine]-4-carbonitrile N1CCC2(CC1)CC=1C=CC=C(C1C2)C#N